3-((3-((1R,4R)-2-oxa-5-azabicyclo[2.2.1]hept-5-yl)-1-oxa-8-azaspiro[4.5]dec-8-yl)sulfonyl)-4-fluorobenzonitrile [C@H]12OC[C@H](N(C1)C1COC3(C1)CCN(CC3)S(=O)(=O)C=3C=C(C#N)C=CC3F)C2